[2H]C([C@](C(N1C=CC2=CC(=CC=C12)OC)([2H])[2H])(N(C([2H])([2H])[2H])C([2H])([2H])[2H])[2H])([2H])[2H] |r| (R/S)-1,1,1,2,3,3-hexadeuterio-3-(5-methoxyindol-1-yl)-N,N-bis(trideuteriomethyl)propan-2-amine